CS(=O)(=O)OC(COCCCN)C1=CC(=CC(=C1)Cl)Br [2-(3-aminopropoxy)-1-(3-bromo-5-chloro-phenyl)ethyl] methanesulfonate